2-(8-(3,4-dimethoxyphenyl)-7-oxo-1,4-dioxospiro[4.5]decan-8-yl)acetonitrile COC=1C=C(C=CC1OC)C1(C(CC2(C(CCC2=O)=O)CC1)=O)CC#N